NC1C(C(C1(C)C)OC1=CC(=C(C#N)C=C1)Cl)(C)C 4-(3-amino-2,2,4,4-tetramethyl-cyclobutoxy)-2-chlorobenzonitrile